FC=1C(=C(OC2=C(C=C(C(=C2)C(F)(F)F)F)N2C=CC(C=3C(=NC=CC23)C#N)=O)C=CC1F)OC [2-(3,4-difluoro-2-methoxy-phenoxy)-5-fluoro-4-(trifluoromethyl)phenyl]-4-oxo-1H-1,6-naphthyridine-5-carbonitrile